CN1C=2N(CC[C@@H](C1=O)NC(=O)C=1N=C3N(N1)[C@H](CC3)C3=CC=CC=C3)N=CC2 (5R)-N-[(6S)-4-Methyl-5-oxo-7,8-dihydro-6H-pyrazolo[1,5-a][1,3]diazepin-6-yl]-5-phenyl-6,7-dihydro-5H-pyrrolo[1,2-b][1,2,4]triazol-2-carboxamid